(1RS,3SR)-5'-Bromo-4'-chloro-N,N-dimethyl-1',2'-dihydrospiro[cyclopentane-1,3'-pyrrolo[2,3-b]pyridine]-3-carboxamide BrC=1C(=C2C(=NC1)NC[C@]21C[C@H](CC1)C(=O)N(C)C)Cl |r|